copper-manganese-aluminum [Al].[Mn].[Cu]